C(C1=CC=CC=C1)OC(=O)N1CCC(CC1)OC(CCNC=1N=[N+](C2=C([N+]1[O-])C=CC(=C2)C)[O-])=O 3-((3-((1-(benzyloxycarbonyl)piperidin-4-yl)oxy)-3-oxopropyl)amino)-7-methyl-benzo[e][1,2,4]triazine-1,4-dioxide